FC=1C(=CC2=C(C(C(O2)=O)(C)C)C1)CC1=NC2=C(N1)C=CC(=C2)C(=O)NCC2(CC2)C(F)(F)F 2-[(5-Fluoro-3,3-dimethyl-2-oxo-benzofuran-6-yl)methyl]-N-[[1-(trifluoromethyl)cyclopropyl]methyl]-1H-benzimidazole-5-carboxamide